FC=1C=C(C=CC1)CCCCN1CN(C2=C1C=CC=C2)C2CCN(CC2)CCCCC2=CC(=CC=C2)F 1-(4-(3-fluorophenyl)butyl)-3-(1-(4-(3-fluorophenyl)butyl)piperidin-4-yl)-1H-benzo[d]imidazole